2-[4-{5-chloro-2-[5-(difluoromethyl)-1,2-oxazol-3-yl]phenyl}-5-methoxy-2-oxopyridin-1(2H)-yl]-N-(2-methyl-2H-indazol-5-yl)butanamide ClC=1C=CC(=C(C1)C1=CC(N(C=C1OC)C(C(=O)NC1=CC2=CN(N=C2C=C1)C)CC)=O)C1=NOC(=C1)C(F)F